methyl (R)-3-(9-((4-(aminomethyl)-2,6-dimethylphenyl)carbamoyl)-4,5-dihydrobenzo[b]thieno[2,3-d]oxepin-8-yl)-6-(2-(trifluoromethyl)piperidine-1-carbonyl)picolinate NCC1=CC(=C(C(=C1)C)NC(=O)C1=CC2=C(OCCC3=C2SC=C3)C=C1C=1C(=NC(=CC1)C(=O)N1[C@H](CCCC1)C(F)(F)F)C(=O)OC)C